C(C1=CC=CC=C1)N1CCC(CC1)CC1C(C2=CC=C(C=C2C1)C=1CCN(CC1)CN1C=CC2=CC(=CC=C12)C#N)=O ((4-(2-((1-benzylpiperidin-4-yl)methyl)-1-oxo-2,3-dihydro-1H-inden-5-yl)-3,6-dihydropyridin-1(2H)-yl)methyl)-1H-indole-5-carbonitrile